1-[(2S,4R)-4-hydroxy-2-[4-(3-phenylpyrrolidine-1-carbonyl)-1H-imidazol-2-yl]pyrrolidin-1-yl]-2-(3-methoxyisoxazol-5-yl)-3-methyl-butan-1-one O[C@@H]1C[C@H](N(C1)C(C(C(C)C)C1=CC(=NO1)OC)=O)C=1NC=C(N1)C(=O)N1CC(CC1)C1=CC=CC=C1